C(#N)CNC(OCC1=CC=CC=C1)=O benzyl (cyanomethyl)carbamate